(3S)-3-((S)-sec-butyl)-4-(5-oxopyrrolidine-2-carbonyl)-1,3,4,5-tetrahydro-2H-benzo[e][1,4]diazepin-2-one [C@H](C)(CC)[C@@H]1N(CC2=C(NC1=O)C=CC=C2)C(=O)C2NC(CC2)=O